3-[(dimethylamino)methyl]benzoic acid CN(C)CC=1C=C(C(=O)O)C=CC1